[Al].[Mg].[K] potassium magnesium aluminum